6-((1-(4,4-difluoro-3-phenylbutyryl)-4-hydroxypiperidin-4-yl)methyl)-2-methyl-3-(1-(methylamino)-2,3-dihydro-1H-inden-5-yl)-2H-pyrazolo[4,3-d]pyrimidin-7(6H)-one FC(C(CC(=O)N1CCC(CC1)(O)CN1C=NC=2C(C1=O)=NN(C2C=2C=C1CCC(C1=CC2)NC)C)C2=CC=CC=C2)F